ClC1=CC2=C(N(C(=N2)C)C(F)F)C=C1I 5-chloro-1-(difluoromethyl)-6-iodo-2-methyl-1H-benzo[d]imidazole